C(C)(=O)[O-].C(C)(=O)[O-].C(CCCCCCCCCCCCCCC(C)C)(=O)N.[Na+].[Na+] disodium isostearamide diacetate